trans-1-butyl-2-methyl-benzene C(CCC)C1=C(C=CC=C1)C